N-[5-(2,6-difluoro-4-methoxyphenyl)-1-methyl-3-oxo-2-[6-(trifluoromethyl)pyridin-2-yl]-2,3-dihydro-1H-pyrazol-4-yl]-4-(difluoromethoxy)benzamide FC1=C(C(=CC(=C1)OC)F)C1=C(C(N(N1C)C1=NC(=CC=C1)C(F)(F)F)=O)NC(C1=CC=C(C=C1)OC(F)F)=O